C1(CC1)NC1=CC(=NC=C1C=1SC(=NN1)N1CC2CCC(C1)N2)C2=CC=C1N2N=CC(=C1)C#N 7-[4-(cyclopropylamino)-5-(5-{3,8-diazabicyclo[3.2.1]octan-3-yl}-1,3,4-thiadiazol-2-yl)pyridin-2-yl]pyrrolo[1,2-b]pyridazine-3-carbonitrile